format copper [Cu+2].C(=O)[O-].C(=O)[O-]